6-(((s)-3-methylpiperidin-1-yl)methyl)-4H-chromene-4-one C[C@@H]1CN(CCC1)CC=1C=C2C(C=COC2=CC1)=O